OC1=CC=C(C=C1)C1=NC2=CC=C3C(=C2C=2CCCCC12)C(=NN3)C#N 7-(4-hydroxyphenyl)-8,9,10,11-tetrahydro-3H-pyrazolo[4,3-a]phenanthridine-1-carbonitrile